2-amino-3-iodo-5-(2-cyclopropylacetyl)aminopyridine NC1=NC=C(C=C1I)NC(CC1CC1)=O